ClC1=CC=C(C(=C1)S(=O)(=O)O)Cl 2,5-dichlorobenzene-4-sulfonic acid